N1CC(CC1)C1=CC(NC=C1)=O 4-(pyrrolidin-3-yl)pyridin-2(1H)-one